(1R,2R)-2-(2-chlorophenyl)cyclopropan-1-amine ClC1=C(C=CC=C1)[C@@H]1[C@@H](C1)N